2-[1-(2-hydroxyl-3,5-di-t-pentylphenyl)ethyl]-4,6-di-t-pentylphenyl acrylate C(C=C)(=O)OC1=C(C=C(C=C1C(C)(C)CC)C(C)(C)CC)C(C)C1=C(C(=CC(=C1)C(C)(C)CC)C(C)(C)CC)O